tert-butyl 4-(5-((tert-butoxycarbonyl)amino)-4-((7,8-dimethyl-[1,2,4]triazolo[1,5-a]pyridin-6-yl)ethynyl)thiazol-2-yl)piperidine-1-carboxylate C(C)(C)(C)OC(=O)NC1=C(N=C(S1)C1CCN(CC1)C(=O)OC(C)(C)C)C#CC=1C(=C(C=2N(C1)N=CN2)C)C